1-dimethylethoxysilyl-6-bis(dimethylamino)methylsilylhexane C[Si](CCCCCC[SiH2]C(N(C)C)N(C)C)(OCC)C